C1CSN=N1 thiadiazoline